(Z)-5-(4-(5-(4-ethylbenzylidene)-2,4-dioxothiazolidin-3-yl)butanamido)-[1,1'-biphenyl]-2-carboxylic acid C(C)C1=CC=C(\C=C/2\C(N(C(S2)=O)CCCC(=O)NC2=CC=C(C(=C2)C2=CC=CC=C2)C(=O)O)=O)C=C1